C(CC(C)C)NC(=O)N1C=NC2=C1C=CC=C2N2CC(N(CC2)C)=O N-iso-Pentyl-4-(4-methyl-3-oxopiperazin-1-yl)-1H-benzo[d]imidazole-1-carboxamide